CC=1C=C(C=C(C1)C)C1=C(C(=C2C=CC=CC2=C1)C1=CC(=CC2=CC=CC=C12)C1=CC(=CC(=C1)C)C)O (S)-3,3'-bis(3,5-dimethylphenyl)-1,1'-binaphthol